COC=1C=C(C=CC1OC)[C@@]12CCN([C@H]2CC(CC1)=NOCCO)C 2-[[(3aS,7aS)-3a-(3,4-dimethoxyphenyl)-1-methyl-2,3,4,5,7,7a-hexahydroindol-6-ylidene]amino]oxyethanol